2,4,6-triisopropyl-1,1-biphenyl C(C)(C)C1=C(C(=CC(=C1)C(C)C)C(C)C)C1=CC=CC=C1